C(C)(C)(C)OC(=O)N1CC(C1)OCC(F)(F)F.Cl.FC(COC1CNC1)(F)F 3-(2,2,2-trifluoroethoxy)azetidine hydrochloride tert-Butyl-3-(2,2,2-trifluoroethoxy)azetidine-1-carboxylate